ClC1=NNC2=NC(=CC=C21)/C=C/C(=O)OC Methyl (E)-3-(3-chloro-1H-pyrazolo[3,4-b]pyridin-6-yl)acrylate